C(#N)C=1C=CC(=C(C1)C1=CC(=NC=C1C(=O)NC=1SC2=NC(=CC=C2N1)OCCN1CCOCC1)C)OC 4-(5-cyano-2-methoxyphenyl)-6-methyl-N-(5-(2-morpholinoethoxy)thiazolo[5,4-b]pyridin-2-yl)nicotinamide